CC=1CCC(C(C1)C=1C(=C(C(=CC1O)CCCCC)C1=NN=C(N1)C)O)C(=C)C 5'-methyl-3-(5-methyl-4H-1,2,4-triazol-3-yl)-4-pentyl-2'-(prop-1-en-2-yl)-1',2',3',4'-tetra-hydro-[1,1'-biphenyl]-2,6-diol